COC1(C(N(C2=C1C=C1C(=NN=C(C1=C2)C)N[C@H](C)C2=C(C(=CC=C2)C(CO)(F)F)F)C)=O)C 3-methoxy-1,3,8-trimethyl-5-[[(1R)-1-[3-(1,1-difluoro-2-hydroxy-ethyl)-2-fluoro-phenyl]ethyl]amino]pyrrolo[3,2-g]phthalazin-2-one